CN1C=NC2=C1C=CC=C2C N-methyl-4-methylbenzimidazole